N1CCC(CC1)C(=O)N1CCN(CC1)C1=NN=CS1 5-[4-(piperidine-4-carbonyl)piperazin-1-yl]1,3,4-thiadiazole